FC1=CC2=C(NC([C@H](CC2)NC(=O)C2=NN3C(CCC[C@H]3C(F)(F)F)=N2)=O)C(=C1)F (S)-N-((S)-7,9-difluoro-2-oxo-2,3,4,5-tetrahydro-1H-benzo[b]azepin-3-yl)-5-(trifluoromethyl)-5,6,7,8-tetrahydro-[1,2,4]triazolo[1,5-a]pyridine-2-carboxamide